bis(2-ethylhexyl)ammonium benzoate C(C1=CC=CC=C1)(=O)[O-].C(C)C(C[NH2+]CC(CCCC)CC)CCCC